N1N=CC2=CC(=CC=C12)C(C)(C)NC(=O)C=1OC=C(N1)C1=NC(=NC=C1C)NC1=CC=NN1C N-(2-(1H-indazol-5-yl)propan-2-yl)-4-(5-methyl-2-((1-methyl-1H-pyrazol-5-yl)amino)pyrimidin-4-yl)oxazole-2-carboxamide